ClC=1C=C(C=CC1)C([C@H](C1=CC=CC=C1)OC(N[C@H](C(=O)N[C@H](CO)C[C@@H]1C(NCC1)=O)CCCC)=O)(C)C ((S)-1-(((S)-1-hydroxy-3-((R)-2-oxopyrrolidin-3-yl)propan-2-yl)amino)-1-oxohexane-2-yl)carbamic acid (S)-2-(3-chlorophenyl)-2-methyl-1-phenylpropyl ester